CC1=CC=C(C=C1)S(=O)(=O)[O-].[Fe+3].CC1=CC=C(C=C1)S(=O)(=O)[O-].CC1=CC=C(C=C1)S(=O)(=O)[O-] iron (III)-p-toluenesulfonate salt